(2s,6R)-1-Benzyl-2-(2,2-dimethylpropyl)-1,4-diazepan-6-ol C(C1=CC=CC=C1)N1[C@H](CNC[C@H](C1)O)CC(C)(C)C